C(#C)[Si](C#C)C#C tri-ethynyl-silicon